FC1=C(C=CC(=C1)C1=NC=2C=NC(=NC2N(C1=O)C(C)C)N[C@@H]1CNC[C@@](C1)(C)CF)NS(=O)(=O)CC1=CC=CC=C1 N-(2-fluoro-4-(2-(((3S,5S)-5-(fluoromethyl)-5-methylpiperidin-3-yl)amino)-8-isopropyl-7-oxo-7,8-dihydropteridin-6-yl)phenyl)-1-phenylmethanesulfonamide